FC(C1CCN(C2=C(S1)N=C1C(=C2)C=CN1)C1=C(C(=O)N)C=CC=C1)(F)F 2-(4-(trifluoromethyl)-3,4-dihydro-2H-pyrrolo[3',2':5,6]pyrido[2,3-b][1,4]thiazepin-1(7H)-yl)benzamide